4-(6-((1S,6R,7R)-7-(aminomethyl)-7-(2-fluorophenyl)-3-azabicyclo[4.1.0]heptan-3-yl)-1H-pyrazolo[3,4-b]pyrazin-3-yl)-3-chlorobenzenesulfonamide NC[C@@]1([C@@H]2CCN(C[C@H]12)C1=CN=C2C(=N1)NN=C2C2=C(C=C(C=C2)S(=O)(=O)N)Cl)C2=C(C=CC=C2)F